ClC1=C(C(=CC=C1)Cl)C1=CC2=C(N=C(N=C2)NC=2N=NC(=CC2)OCCCO)N(C1=O)C 6-(2,6-dichlorophenyl)-2-((6-(3-hydroxypropoxy)pyridazin-3-yl)amino)-8-methylpyrido[2,3-d]pyrimidin-7(8H)-one